ClC=1C(=C(C=CC1)C(C(C)(C)NC(OC(C)(C)C)=O)=O)F tert-butyl (1-(3-chloro-2-fluorophenyl)-2-methyl-1-oxopropan-2-yl)carbamate